1,2,2,6,6-pentamethylpiperidin-4-yl (8-(4-((4-((4'-pentyl-[1,1'-bi(cyclohexane)]-4-carbonyl)oxy)phenoxy)carbonyl)phenoxy)octyl) succinate C(CCC(=O)OCCCCCCCCOC1=CC=C(C=C1)C(=O)OC1=CC=C(C=C1)OC(=O)C1CCC(CC1)C1CCC(CC1)CCCCC)(=O)OC1CC(N(C(C1)(C)C)C)(C)C